3-Cyclopropyl-5-(2-fluoro-4-iodo-anilino)-6,8-dimethyl-1-[2-methyl-3-(methylsulfamoylamino)phenyl]pyrido[4,3-d]pyrimidine-2,4,7-trione C1(CC1)N1C(N(C=2C(C1=O)=C(N(C(C2C)=O)C)NC2=C(C=C(C=C2)I)F)C2=C(C(=CC=C2)NS(NC)(=O)=O)C)=O